1-bromo-3-ethoxybenzene BrC1=CC(=CC=C1)OCC